(R)-1-(5-(3-bromo-5-chlorophenyl)-2,2-dimethylmorpholino)prop-2-en-1-one BrC=1C=C(C=C(C1)Cl)[C@H]1N(CC(OC1)(C)C)C(C=C)=O